5-methyl-1-((6-((4-(trifluoromethyl)phenyl)carbamoyl)pyridin-3-yl)methyl)-1H-1,2,3-triazole-4-carboxylic acid methyl ester COC(=O)C=1N=NN(C1C)CC=1C=NC(=CC1)C(NC1=CC=C(C=C1)C(F)(F)F)=O